O=C1NC(CCC1N1C(C2=CC=CC(=C2C1=O)NC1CCC(CC1)CC(=O)O)=O)=O [(1r,4r)-4-{[2-(2,6-dioxopiperidin-3-yl)-1,3-dioxoisoindol-4-yl]amino}cyclohexyl]acetic acid